4-(di(2-ethylhexyl)amino)-2-oxononanoic acid C(C)C(CN(C(CC(C(=O)O)=O)CCCCC)CC(CCCC)CC)CCCC